OC1(CCOCC1)C#CC1=CN=C(C2=CC(=C(C=C12)C(=O)N)OC(C)C)OC[C@H]1NC(CC1)=O (S)-4-((4-hydroxytetrahydro-2H-pyran-4-yl)ethynyl)-7-isopropoxy-1-((5-oxopyrrolidin-2-yl)methoxy)isoquinoline-6-carboxamide